(R)-N-(5-(4-fluorophenoxy)pyridin-2-yl)-2-((R)-3-(5-(N-methylsulfamoyl)-6-oxo-1,6-dihydropyridin-3-yl)piperidin-1-yl)propionamide FC1=CC=C(OC=2C=CC(=NC2)NC([C@@H](C)N2C[C@H](CCC2)C2=CNC(C(=C2)S(NC)(=O)=O)=O)=O)C=C1